[6-(3-Chloro-1H-pyrazol-4-yl)-1-(2-hydroxyethyl)pyrrolo[3,2-c]pyridin-3-yl]-(6-fluorochroman-3-yl)methanone ClC1=NNC=C1C1=CC2=C(C=N1)C(=CN2CCO)C(=O)C2COC1=CC=C(C=C1C2)F